C(C)(C)(C)OC(N[C@@H]1CC[C@H](CC1)N(C(=O)NCC(F)F)C1=NC=C(N=C1)C=1C=NC(=NC1)OC)=O (trans-4-(3-(2,2-difluoroethyl)-1-(5-(2-methoxypyrimidin-5-yl)pyrazin-2-yl)ureido)cyclohexyl)carbamic acid tert-butyl ester